C(C)(C)(C)OC(=O)N1CCC(CC1)OC(=O)Cl 4-Chlorocarbonyloxypiperidine-1-carboxylic acid tert-butyl ester